N1N=C(C=C1)CN 1H-pyrazol-3-ylmethanamine